BrC=1C=CC(=C(C1)SCC1COCOC1)OC 5-(((5-bromo-2-methoxyphenyl)thio)methyl)-1,3-dioxane